4-[(2-chloro-6-fluorophenyl)methyl]-3-[(3-methoxyphenyl)methyl]-4,5-dihydro-1,2,4-oxadiazol-5-one ClC1=C(C(=CC=C1)F)CN1C(=NOC1=O)CC1=CC(=CC=C1)OC